FC1(C=2C=CC(=CC2C1)I)F 7,7-difluoro-3-iodobicyclo[4.2.0]octa-1(6),2,4-triene